m-trifluoromethoxybenzene FC(OC=1C=CC=CC1)(F)F